C(N)(OC(C(=O)NCCNC(=O)OC1=CC=C(C=C1)C=CC1=CC(=CC(=C1)OC)OC)C(C1=CC=CC=C1)C(C)(C)C)=O Tert-butyl-(1-((2-(((4-(3,5-dimethoxystyryl) phenoxy) carbonyl) amino) ethyl) amino)-1-oxo-3-phenylpropan-2-yl) carbamate